FC1=C(C(=C(C=C1OC)OC)F)N1C(N(C2=C(C1)C=NC1=C2C=C(N1S(=O)(=O)C1=CC=CC=C1)CN1CCOCC1)C)=O 3-(2,6-difluoro-3,5-dimethoxyphenyl)-1-methyl-8-(morpholin-4-ylmethyl)-7-(phenylsulfonyl)-1,3,4,7-tetrahydro-2H-pyrrolo(3',2':5,6)pyrido[4,3-d]pyrimidin-2-one